BrC=1C=C(C(=O)N(C)[C@H]2COCC=3NC(C=4C=C(C(=CC4C32)F)F)=O)C=CC1F (R)-3-bromo-N-(8,9-difluoro-6-oxo-1,4,5,6-tetrahydro-2H-pyrano[3,4-c]isoquinolin-1-yl)-4-fluoro-N-methylbenzamide